PC1=C(C=CC=C1)O phosphinophenol